ClC1=NC=2C(CCC(C2C=C1)=O)OC1=NC=C(C=C1)C(F)(F)F 2-chloro-8-[{5-(trifluoromethyl)pyridin-2-yl}oxy]-7,8-dihydro-quinolin-5(6H)-one